(S)-1-(4-ethyl-4,9-dihydroxy-3,14-dioxo-3,4,12,14-tetrahydro-1H-pyrano[3',4':6,7]indolizino[1,2-b]quinolin-10-yl)-N,N,N-trimethylmethylammonium iodide [I-].C(C)[C@]1(C(OCC=2C(N3CC=4C(=NC=5C=CC(=C(C5C4)C[N+](C)(C)C)O)C3=CC21)=O)=O)O